(1s,4s)-N1-(4-(3-ethoxypropyl)phenyl)cyclohexane-1,4-diamine C(C)OCCCC1=CC=C(C=C1)NC1CCC(CC1)N